(1S,2S,3S,6R)-6-((2-(5-chloropyridin-2-yl)ethyl)amino)-4-((difluoromethoxy)methyl)cyclohex-4-ene-1,2,3-triol ClC=1C=CC(=NC1)CCN[C@@H]1C=C([C@@H]([C@@H]([C@H]1O)O)O)COC(F)F